2-chloro-N-((3S,4S)-3-hydroxy-1-(5-(7-(1-methyl-1H-pyrazol-4-yl)-1,6-naphthyridin-5-yl)pyridin-2-yl)piperidin-4-yl)benzamide rhenium hydroxyethylphosphonate OCCP([O-])([O-])=O.[Re+4].ClC1=C(C(=O)N[C@@H]2[C@H](CN(CC2)C2=NC=C(C=C2)C2=C3C=CC=NC3=CC(=N2)C=2C=NN(C2)C)O)C=CC=C1.OCCP([O-])([O-])=O